COC1=C(N)C=C(C=C1)OC 2,5-Dimethoxyaniline